CC(C)C1=C(C(=CC=C1)C(C)C)N1C(N(CC1)C1=C(C=CC=C1C(C)C)C(C)C)[Ag]C(F)F [1,3-bis[2,6-bis(1-methylethyl)phenyl]-2-imidazolidinyl](difluoromethyl)silver